NCCCN(CCCN)CC N,N-bis-(3-aminopropyl)ethylamine